ClC1=C(C=CC(=C1)F)[C@@H]1N=C(NC(=C1C(=O)OC)CN1CC2COCC(N2CC1)=O)C=1SC=CN1 Methyl (4R)-4-(2-chloro-4-fluoro-phenyl)-6-[(4-oxo-6,7,9,9a-tetrahydro-1H-pyrazino[2,1-c][1,4]oxazin-8-yl)methyl]-2-thiazol-2-yl-1,4-dihydropyrimidine-5-carboxylate